2-hydroxymethylfuro[2,3-d]thieno[3,2-b]pyridin OCC1=CC2=NC=C3C(=C2S1)OC=C3